4-Phenylpiperidine-1-sulfonyl chloride C1(=CC=CC=C1)C1CCN(CC1)S(=O)(=O)Cl